Biphenyl-4-yl-(9,9-dimethyl-9H-fluoren-2-yl)phenanthren-4-ylamine C1(=CC=C(C=C1)N(C1=CC=CC=2C=CC3=CC=CC=C3C12)C1=CC=2C(C3=CC=CC=C3C2C=C1)(C)C)C1=CC=CC=C1